(1R,3aR,6aS)-N-((S)-1-cyano-2-((R)-2-oxopiperidin-3-yl)ethyl)-2-(4-(difluoromethyl)-6-fluoro-1H-indole-2-carbonyl)-5,5-difluorooctahydrocyclopenta[c]pyrrole-1-carboxamide C(#N)[C@H](C[C@@H]1C(NCCC1)=O)NC(=O)[C@@H]1N(C[C@H]2[C@@H]1CC(C2)(F)F)C(=O)C=2NC1=CC(=CC(=C1C2)C(F)F)F